(1R,4R)-5-(4-fluoro-2-nitrophenyl)-2,5-diazabicyclo[2.2.1]heptane-2-carboxylic acid tert-butyl ester C(C)(C)(C)OC(=O)N1[C@H]2CN([C@@H](C1)C2)C2=C(C=C(C=C2)F)[N+](=O)[O-]